C1(CC1)C=1C(C(=C(N(C1C)C)C)C(=O)NC1=CC(=C(C=C1)OC1=CC=NC2=CC(=C(N=C12)OC)OC)F)=O 5-cyclopropyl-N-[4-[(6,7-dimethoxy-1,5-naphthyridin-4-yl)oxy]-3-fluorophenyl]-1,2,6-trimethyl-4-oxopyridine-3-carboxamide